1-(benzyloxy)-3-((tert-butyldimethylsilyl)oxy)propane-2-sulfonamide bis(1,2,2,6,6-pentamethyl-4-piperidyl)n-butyl-3,5-di-tert-butyl-4-hydroxybenzylmalonate CN1C(CC(CC1(C)C)C(CCCC(C(=O)O)(C(=O)O)CC1=CC(=C(C(=C1)C(C)(C)C)O)C(C)(C)C)C1CC(N(C(C1)(C)C)C)(C)C)(C)C.C(C1=CC=CC=C1)OCC(CO[Si](C)(C)C(C)(C)C)S(=O)(=O)N